O1C2(C(=C(C(=C1)O)O)O)OCC1=CC=CC=C12 3H-spiro[isobenzofurane-1,2'-pyrane]-3',4',5'-triol